CNC1=NC=CC(=C1)C1=C2CNC(C2=CC=C1)=O 4-(2-(methylamino)pyridin-4-yl)isoindolin-1-one